OC(CC/C(=C/C=C/C(=C/C=C/C(=C/C=C/C=C(/C=C/C=C(/C=C/C1=C(C(C(CC1(C)C)O)=O)C)\C)\C)/C)/C)/C)=C(C)C 2,3-Dihydroxy-β,ψ-caroten-4-one